ClC1=CC=2C=3C(=CC(=CC3N(C(N(C2N=C1)CC)=O)C1=C(C=C(C=C1F)NCCNCCCC(=O)O)F)C#N)F 4-({2-[(4-{4-chloro-13-cyano-8-ethyl-15-fluoro-9-oxo-6,8,10-triazatricyclo[9.4.0.02,7]pentadeca-1(11),2(7),3,5,12,14-hexaen-10-yl}-3,5-difluorophenyl)amino]ethyl}amino)butanoic acid